(3-bromo-1-(4-(pentafluoro-lambda6-sulfanyl)phenyl)-1H-indazol-4-yl)methanol BrC1=NN(C2=CC=CC(=C12)CO)C1=CC=C(C=C1)S(F)(F)(F)(F)F